C(C)(C)(C)C1CCC(CC1)NC1=NC2=C(N1C)C=C(C=C2)OC2=CC(=NC=C2)CC(=O)N (4-((2-(((1r,4r)-4-(tert-butyl)cyclohexyl)amino)-1-methyl-1H-benzo[d]imidazol-6-yl)oxy)pyridin-2-yl)acetamide